(3S)-3-methyl-1-(2-{1-[4-(propan-2-yl)phenyl]-1H-pyrazol-4-yl}-1,3-thiazole-4-carbonyl)piperazine C[C@H]1CN(CCN1)C(=O)C=1N=C(SC1)C=1C=NN(C1)C1=CC=C(C=C1)C(C)C